N(C(=N)N)CCC(=O)[C@H](O)[C@H](O)[C@H](O)CO [2-(guanidino)ethyl]ribose